O=C1NC(CCC1C1=NN(C2=CC(=CC=C12)OCCCN1CCN(CC1)C(=O)OC(C)(C)C)C)=O tert-Butyl 4-(3-((3-(2,6-dioxopiperidin-3-yl)-1-methyl-1H-indazol-6-yl)oxy)propyl)piperazine-1-carboxylate